ClC1=CC=C(C=N1)[C@H]1CSC=2N1C(C(=C([N+]2C)[O-])C2=CC=CC=C2)=O (3S)-3-(6-chloro-3-pyridyl)-8-methyl-5-oxo-6-phenyl-2,3-di-hydrothiazolo[3,2-a]pyrimidin-8-ium-7-olate